4-(4-oxo-4-(6-(5-(trifluoromethyl)pyrimidin-2-yl)-2,6-diazaspiro[3.3]heptan-2-yl)butyl)phthalazin-1(2H)-one O=C(CCCC1=NNC(C2=CC=CC=C12)=O)N1CC2(C1)CN(C2)C2=NC=C(C=N2)C(F)(F)F